2-(1-(pyridin-3-ylmethyl)-3-(2-(thiophen-2-yl)ethyl)pyrrolidin-3-yl)pyridine N1=CC(=CC=C1)CN1CC(CC1)(CCC=1SC=CC1)C1=NC=CC=C1